2-(2-{[tert-Butyl(dimethyl)silyl]oxy}ethyl)-5-chlorobenzaldehyde [Si](C)(C)(C(C)(C)C)OCCC1=C(C=O)C=C(C=C1)Cl